(Z)-non-6-en-1-yl 8-((8,8-bis(((Z)-oct-5-en-1-yl)oxy)octyl)(2-hydroxyethyl)amino)octanoate C(CCC\C=C/CC)OC(CCCCCCCN(CCCCCCCC(=O)OCCCCC\C=C/CC)CCO)OCCCC\C=C/CC